C(C)(=O)N1[C@@H](CC(C1)O)C(=O)OCCC[Si](OCC)(OCC)OCC 3-(N-acetyl-4-hydroxyprolyloxy)propyltriethoxysilane